N-[4-(methanesulfonylmethyl)phenyl]-7-{7-methyl-1H-imidazo[4,5-b]pyridin-6-yl}-5H,6H,7H,8H-pyrido[3,4-d]pyrimidin-2-amine CS(=O)(=O)CC1=CC=C(C=C1)NC=1N=CC2=C(N1)CN(CC2)C=2C(=C1C(=NC2)N=CN1)C